C(C)C1=C(C=C(C(=C1)O)F)C1=CC=C2C(=NNC2=C1)C1=NC2=C(N1)CN(C2)C(CC(C)C)=O 1-(2-(6-(2-ethyl-5-fluoro-4-hydroxyphenyl)-1H-indazol-3-yl)-4,6-dihydropyrrolo[3,4-d]imidazol-5(1H)-yl)-3-methylbutan-1-one